O1CCN(CC1)[C@@H]1CC[C@H](CC1)NC1=NC=NC=2NC3=CC=C(C=C3C21)C2=NN=CN2 N-(trans-4-morpholinocyclohexyl)-6-(4H-1,2,4-triazol-3-yl)-9H-pyrimido[4,5-b]indol-4-amine